1-(4-chloro-2-fluorophenyl)-4-(quinolin-2-yloxymethyl)piperidin-4-ol ClC1=CC(=C(C=C1)N1CCC(CC1)(O)COC1=NC2=CC=CC=C2C=C1)F